1-propyl-3-methylimidazole-hexafluorophosphate salt F[P-](F)(F)(F)(F)F.C(CC)N1CN(C=C1)C